2-[1-(2-{6-[(3R)-3-aminopiperidine-1-carbonyl]-4-methoxy-3-methylpyrazolo[1,5-a]pyridin-2-yl}-1-(cyclopropylmethyl)-1H-indol-6-yl)piperidin-4-yl]-N,N-dimethylacetamide N[C@H]1CN(CCC1)C(=O)C=1C=C(C=2N(C1)N=C(C2C)C=2N(C1=CC(=CC=C1C2)N2CCC(CC2)CC(=O)N(C)C)CC2CC2)OC